2,5-dihydro-terephthalic acid C(C=1CC=C(C(=O)O)CC1)(=O)O